(2R,3R,4S)-2-(6-amino-2-(hex-1-yn-1-yl)-8-(pyrimidin-2-yl)-9H-purin-9-yl)tetrahydrothiophene-3,4-diol NC1=C2N=C(N(C2=NC(=N1)C#CCCCC)[C@@H]1SC[C@H]([C@H]1O)O)C1=NC=CC=N1